2-[3-[6-[[(3aR,5s,6aS)-2-(tetrahydro-pyran-4-ylmethyl)-3,3a,4,5,6,6a-hexahydro-1H-cyclopenta[c]pyrrol-5-yl]amino]pyridazin-3-yl]phenyl]propan-2-ol O1CCC(CC1)CN1C[C@@H]2[C@H](C1)CC(C2)NC2=CC=C(N=N2)C=2C=C(C=CC2)C(C)(C)O